tert-butyl-4-(5-((5-chloro-1H-indol-3-yl)thio)-2-methylphenyl)piperazine C(C)(C)(C)N1CCN(CC1)C1=C(C=CC(=C1)SC1=CNC2=CC=C(C=C12)Cl)C